Cl.N1CC(OCC1)C(=O)OC methyl morpholine-2-carboxylate hydrochloride